3-(3-chlorophenyl)-N-cyclohexyl-6-methoxynaphthalene-1-amine ClC=1C=C(C=CC1)C=1C=C(C2=CC=C(C=C2C1)OC)NC1CCCCC1